C1(CC1)C=1C=C(C=CC1)C(N(NC([C@H](C)N1C(OC2=C(C1=O)N=CC=C2OC)=O)=O)C)C2=CC(=CC=C2)C2CC2 (S)-N'-(bis(3-cyclopropylphenyl)methyl)-2-(8-methoxy-2,4-dioxo-2H-pyrido[2,3-e][1,3]oxazin-3(4H)-yl)-N'-methylpropanehydrazide